tert-butyl 6-(4-bromo-3-fluorophenoxy)-2-azaspiro[3.3]heptane-2-carboxylate BrC1=C(C=C(OC2CC3(CN(C3)C(=O)OC(C)(C)C)C2)C=C1)F